5-phenoxy-1H-1,2,3-triazole-4-carboxylic acid O(C1=CC=CC=C1)C1=C(N=NN1)C(=O)O